(R)-1-(3-(4-chloro-7-fluoro-2-(1-methyl-1,4,5,6-tetrahydropyrrolo[3,4-c]pyrazole-5-carbonyl)-1H-indol-6-yl)piperidin-1-yl)-3-(1H-1,2,3-triazol-1-yl)propan-1-one ClC1=C2C=C(NC2=C(C(=C1)[C@@H]1CN(CCC1)C(CCN1N=NC=C1)=O)F)C(=O)N1CC=2N(N=CC2C1)C